C(C)N1C(NC2=CC(=CC=C2C1)CN1CCN(CC1)C1=C(C=C(C(=O)NC)C=C1)Cl)=O 4-(4-((3-ethyl-2-oxo-1,2,3,4-tetrahydroquinazolin-7-yl)methyl)piperazin-1-yl)-3-chloro-N-methylbenzamide